morpholinospiro[8-azabicyclo[3.2.1]octane-3,1'-cyclobutane]-8-carboxylic acid tert-butyl ester C(C)(C)(C)OC(=O)N1C2CC3(C(CC3)N3CCOCC3)CC1CC2